COC(=O)C1=CC=C2C(=N1)N(C(=N2)CN2CCC(CC2)C=2C=CC=C1C=C[C@@H](OC21)C2=C(C=C(C=C2)Cl)F)C[C@H]2OCC2 Methyl-2-((4-((R)-2-(4-chloro-2-fluorophenyl)-2H-chromen-8-yl)piperidin-1-yl)methyl)-3-(((S)-oxetan-2-yl)methyl)-3H-imidazolo[4,5-b]pyridine-5-carboxylate